4-[1-[2-chloro-4-[[3-(3-fluoro-4-methoxyphenyl)imidazo[1,2-a]pyrazin-8-yl]amino]benzoyl]piperidine-4-carbonyl]piperazine-2-carboxylic acid ClC1=C(C(=O)N2CCC(CC2)C(=O)N2CC(NCC2)C(=O)O)C=CC(=C1)NC=1C=2N(C=CN1)C(=CN2)C2=CC(=C(C=C2)OC)F